N-((3-(7-(((3S,4R)-3-fluoro-1-methylpiperidin-4-yl)amino)-3-(2,2,2-trifluoroethyl)pyrazolo[1,5-a]pyrazin-2-yl)-1,2,4-oxadiazol-5-yl)methyl)cyclopropanecarboxamide F[C@H]1CN(CC[C@H]1NC1=CN=CC=2N1N=C(C2CC(F)(F)F)C2=NOC(=N2)CNC(=O)C2CC2)C